2-(3-fluoro-4-methoxy-phenyl)-5-hydroxy-2-methyl-trans-3-pentenoic acid FC=1C=C(C=CC1OC)C(C(=O)O)(\C=C\CO)C